((2S)-1-((2-(2,6-dioxopiperidin-3-yl)-1,3-dioxoisoindolin-4-yl)oxy)-3,3-dimethylbutan-2-yl)acetamide O=C1NC(CCC1N1C(C2=CC=CC(=C2C1=O)OC[C@H](C(C)(C)C)CC(=O)N)=O)=O